C(C1=CC=CC=C1)N1[C@H](CN(CC1)C(=O)C1=NN2C(N=CC=C2C2=CC(=C(C=C2)OC)OC)=C1)C (S)-(4-benzyl-3-methylpiperazin-1-yl)(7-(3,4-dimethoxyphenyl)pyrazolo[1,5-a]pyrimidin-2-yl)methanone